1-ethyl-1H-pyrazol C(C)N1N=CC=C1